2-phenyl-5-(piperidin-3-yl)-1,3,4-thiadiazole C1(=CC=CC=C1)C=1SC(=NN1)C1CNCCC1